O=C(CCCCC1=C(C(=O)O)C=CC=C1C(=O)O)CCCCCCCCCCCCC 5-oxooctadecyl-isophthalic acid